lithium t-butyldimethylsilyl-amide [Si](C)(C)(C(C)(C)C)[NH-].[Li+]